8-bromo-6-methyl-2-(piperidin-1-yl)quinoxaline BrC=1C=C(C=C2N=CC(=NC12)N1CCCCC1)C